(5R)-7-(7-(6-chloro-5-cyclopropyl-1H-indazol-4-yl)-8-fluoro-2-((hexahydro-1H-pyrrolizin-7a-yl)methoxy)pyrido[4,3-d]pyrimidin-4-yl)-1,3,7-triazaspiro[4.5]decane-2,4-dione ClC1=C(C(=C2C=NNC2=C1)C1=C(C=2N=C(N=C(C2C=N1)N1C[C@@]2(C(NC(N2)=O)=O)CCC1)OCC12CCCN2CCC1)F)C1CC1